5-bromo-4-methyl-2-(trifluoromethyl)pyridine BrC=1C(=CC(=NC1)C(F)(F)F)C